CC=1C=C(C=2N(N1)C(=NC2C2=CC=CC=C2)SCC(=O)C2=CC=C(S2)CC(=O)N)C 2-(5-(2-((2,4-dimethyl-5-phenylimidazo[1,5-b]pyridazin-7-yl)thio)acetyl)thiophen-2-yl)acetamide